ClC=1C(=CC(=NC1)[N+](=O)[O-])C1=CC=C(C=C1)N1C[C@@H](N(CC1)C(=O)OC(C)(C)C)C (S)-tert-butyl 4-(4-(5-chloro-2-nitropyridin-4-yl)phenyl)-2-methylpiperazine-1-carboxylate